C(N)(=O)C=1C=C(C=CC1)C=1C=C(C=2C(=CN(C2C1)C)SC1=CC=C(C=C1)C(F)(F)F)C(=O)NCC1=CC=C(C(=O)O)C=C1 4-((6-(3-carbamoylphenyl)-1-methyl-3-((4-(trifluoromethyl)phenyl)thio)-1H-indole-4-carboxamido)methyl)benzoic acid